4-ethynylpiperidine C(#C)C1CCNCC1